(E)-2-(1-(p-Tolylsulfinyl)-2-tosylvinyl)thiophene C1(=CC=C(C=C1)S(=O)\C(=C\S(=O)(=O)C1=CC=C(C)C=C1)\C=1SC=CC1)C